(2S,3S)-ethyl 3-((2-chloro-7-isobutyl-7H-pyrrolo[2,3-d]pyrimidin-4-yl)amino)bicyclo[2.2.2]octane-2-carboxylate ClC=1N=C(C2=C(N1)N(C=C2)CC(C)C)N[C@@H]2[C@H](C1CCC2CC1)C(=O)OCC